1-(3-aminopropyl)-N1-methylpropane-1,3-diamine NCCCC(CCN)NC